COC=1C=C(C=C(C1)OC)C(/C=C(/C=O)\C)(CC=C(C)C)C (E)-4-(3,5-dimethoxyphenyl)-2,4,7-trimethyloct-2,6-dienal